5-benzyl-N-[rac-(6S)-4-methyl-5-oxo-2-[rac-(1R)-2,2-difluorocyclopropyl]-7,8-dihydro-6H-pyrazolo[1,5-a][1,3]diazepin-6-yl]-4H-1,2,4-triazole-3-carboxamide C(C1=CC=CC=C1)C=1NC(=NN1)C(=O)N[C@@H]1C(N(C=2N(CC1)N=C(C2)[C@@H]2C(C2)(F)F)C)=O |r|